C1(CC1)C=1N=CC=2C3=C(C=C(C2C1)S(=O)(=O)NCC(C)(C)F)C(CC3)(C=3C=NC=CC3)O 3-cyclopropyl-N-(2-fluoro-2-methylpropyl)-7-hydroxy-7-pyridin-3-yl-8,9-dihydrocyclopenta[h]isoquinoline-5-sulfonamide